ClC=1C=C(CNC2=NC(=NC3=CC=C(C=C23)C=2C(=NOC2C)C)C=2C=NN(C2)CC(C)(O)C)C=CC1 1-(4-(4-((3-chlorobenzyl)amino)-6-(3,5-dimethylisoxazol-4-yl)quinazolin-2-yl)-1H-pyrazol-1-yl)-2-methylpropan-2-ol